The molecule is a branched amino oligosaccharide that is a pentadecasaccharide comprising a linear trisaccharide of beta-D-mannose and two N-acetyl-beta-D-glucosamine residues all linked in sequence (1->4), to the mannosyl residue of which are linked an N-acetyl-beta-D-glucosaminyl residue [via a (1->4) linkage], an N-acetyl-alpha-neuraminyl-(2->6)-beta-D-galactosyl-(1->4)-N-acetyl-beta-D-glucosaminyl-(1->2)-[N-acetyl-alpha-neuraminyl-(2->6)-beta-D-galactosyl-(1->4)-N-acetyl-beta-D-glucosaminyl-(1->6)]-alpha-D-mannosyl branched heptasaccharide unit [linked (1->6)], and an N-acetyl-alpha-neuraminyl-(2->6)-beta-D-galactosyl-(1->4)-N-acetyl-beta-D-glucosaminyl-(1->2)-alpha-D-mannopyranosyl linear tetrasaccharide unit [linked (1->3)]. It is a glucosamine oligosaccharide and an amino oligosaccharide. CC(=O)N[C@@H]1[C@H](C[C@@](O[C@H]1[C@@H]([C@@H](CO)O)O)(C(=O)O)OC[C@@H]2[C@@H]([C@@H]([C@H]([C@@H](O2)O[C@@H]3[C@H](O[C@H]([C@@H]([C@H]3O)NC(=O)C)OC[C@@H]4[C@H]([C@@H]([C@@H]([C@H](O4)OC[C@@H]5[C@H]([C@@H]([C@@H]([C@@H](O5)O[C@@H]6[C@H](O[C@H]([C@@H]([C@H]6O)NC(=O)C)O[C@@H]7[C@H](O[C@H]([C@@H]([C@H]7O)NC(=O)C)O)CO)CO)O)O[C@@H]8[C@H]([C@H]([C@@H]([C@H](O8)CO)O)O)O[C@H]9[C@@H]([C@H]([C@@H]([C@H](O9)CO)O[C@H]1[C@@H]([C@H]([C@H]([C@H](O1)CO[C@@]1(C[C@@H]([C@H]([C@@H](O1)[C@@H]([C@@H](CO)O)O)NC(=O)C)O)C(=O)O)O)O)O)O)NC(=O)C)O[C@H]1[C@@H]([C@H]([C@@H]([C@H](O1)CO)O)O)NC(=O)C)O[C@H]1[C@@H]([C@H]([C@@H]([C@H](O1)CO)O[C@H]1[C@@H]([C@H]([C@H]([C@H](O1)CO[C@@]1(C[C@@H]([C@H]([C@@H](O1)[C@@H]([C@@H](CO)O)O)NC(=O)C)O)C(=O)O)O)O)O)O)NC(=O)C)O)O)CO)O)O)O)O